CN([C@H]1[C@@H](CC1)OC1=C2C(=NC=NC2=CC(=C1)C=1C=NN(C1)C)NC=1C(=C2C=CC=NC2=CC1)F)C |r| trans-rac-5-(2-(dimethylamino)cyclobutoxy)-N-(5-fluoroquinolin-6-yl)-7-(1-methyl-1H-pyrazol-4-yl)quinazolin-4-amine